5-chloro-4-(3-methylpiperidin-1-yl)-7-nitroquinoline ClC1=C2C(=CC=NC2=CC(=C1)[N+](=O)[O-])N1CC(CCC1)C